FC=1C(=C(C=CC1F)[C@H]1[C@@H](O[C@H]([C@H]1C)C)C(=O)NC1=CC(=NC=C1)C(=O)N)OC 4-((2R,3S,4S,5S)-3-(3,4-difluoro-2-methoxyphenyl)-4,5-dimethyltetrahydrofuran-2-carboxamido)picolinamide